FC1=C(C=CC(=C1)C(F)(F)F)CNC1CNC1 N-[[2-Fluoro-4-(trifluoromethyl)phenyl]methyl]azetidin-3-amine